3-(5-(3-hydroxypyrrolidin-1-yl)-5-oxopent-1-yn-1-yl)-N-(8-methylisoquinolin-1-yl)-N-((R)-piperidin-3-yl)benzamide OC1CN(CC1)C(CCC#CC=1C=C(C(=O)N([C@H]2CNCCC2)C2=NC=CC3=CC=CC(=C23)C)C=CC1)=O